BrC1=CC=CC=2C(OC(N(C21)C)=O)=O 8-bromo-1-methyl-3,1-benzoxazine-2,4-dione